(R)-1'-(5-Amino-1-(2-(1-methylcyclopropyl)phenyl)-1H-pyrazole-4-carbonyl)-6-chloro-5-fluorospiro[benzo[d][1,3]oxazine-4,3'-piperidin]-2(1H)-one NC1=C(C=NN1C1=C(C=CC=C1)C1(CC1)C)C(=O)N1C[C@@]2(CCC1)C1=C(NC(O2)=O)C=CC(=C1F)Cl